C(C)C(CO)=CCC1C(C2(CC2C1)COC)(C)C 2-ethyl-4-[1-(methoxymethyl)-2,2-dimethyl-3-bicyclo[3.1.0]hexyl]but-2-en-1-ol